2,5-Di(1-naphthyl)-1,3,4-oxadiazole C1(=CC=CC2=CC=CC=C12)C=1OC(=NN1)C1=CC=CC2=CC=CC=C12